N-(2-(2-amino-6-(hydroxyethylamino)-9H-purin-9-yl)ethyl)-1-ethyl-3-methyl-1H-pyrazole-5-carboxamide NC1=NC(=C2N=CN(C2=N1)CCNC(=O)C1=CC(=NN1CC)C)NCCO